2,3-Bis(palmitoyloxy)propyl (2-(tripropylammonio)ethyl) phosphate P(=O)(OCC(COC(CCCCCCCCCCCCCCC)=O)OC(CCCCCCCCCCCCCCC)=O)(OCC[N+](CCC)(CCC)CCC)[O-]